6-chloro-4-((3-chloro-2-(N-methylsulfamoyl)phenyl)amino)-N-methoxynicotinamide ClC1=NC=C(C(=O)NOC)C(=C1)NC1=C(C(=CC=C1)Cl)S(NC)(=O)=O